FC(OCC(C)(C)C=1N(C2=CC=CC(=C2C1C1=CC=C(C(=O)O)C=C1)O)C1=CC=C(C=C1)F)F 4-[2-[2-(difluoromethoxy)-1,1-dimethyl-ethyl]-1-(4-fluorophenyl)-4-hydroxy-indol-3-yl]Benzoic acid